N-ethyl-N'-(2-fluoro-4-(3-((5-fluoro-2-methoxybenzyl)oxy)oxetan-3-yl)-5-methylphenyl)-N-methylformimidamide C(C)N(C=NC1=C(C=C(C(=C1)C)C1(COC1)OCC1=C(C=CC(=C1)F)OC)F)C